C1=CC=CC=2CC(C=CC12)=NO 6-naphthalenone oxime